N-(3-(6-amino-5-(2-(N-methylacrylamido)ethoxy)pyrimidin-4-yl)-5-fluoro-2-methylphenyl)-7-fluoro-2H-spiro[benzofuran-3,1'-cyclopropane]-6-carboxamide NC1=C(C(=NC=N1)C=1C(=C(C=C(C1)F)NC(=O)C1=C(C2=C(C=C1)C1(CC1)CO2)F)C)OCCN(C(C=C)=O)C